2,6-difluorophenylboric acid FC1=C(C(=CC=C1)F)OB(O)O